O1C=CC2=C1C=CC(=C2)S(=O)(=O)N2CC1=C(C2)CN(C1)C(=O)[C@@H]1COCC1 (S)-(5-(benzofuran-5-ylsulfonyl)-3,4,5,6-tetrahydropyrrolo[3,4-c]pyrrol-2(1H)-yl)(tetrahydrofuran-3-yl)methanone